3-(trimethoxysilyl)propyl-tetradecyldimethyl-ammonium chloride [Cl-].CO[Si](CCC[N+](C)(C)CCCCCCCCCCCCCC)(OC)OC